[(3R,5S)-5-azido-1-benzyl-3-piperidyl]oxy-tert-butyl-dimethyl-silane N(=[N+]=[N-])[C@H]1C[C@H](CN(C1)CC1=CC=CC=C1)O[Si](C)(C)C(C)(C)C